COC1=CC=C(CN(C2=NC=CC(=C2)NCCOCC)CC2=CC=C(C=C2)OC)C=C1 2-(bis(4-methoxybenzyl)amino)-4-((2-ethoxyethyl)amino)pyridin